4-(3-(p-tolylthio)-2-((p-tolylthio)methyl)propionyl)benzoic acid C1(=CC=C(C=C1)SCC(C(=O)C1=CC=C(C(=O)O)C=C1)CSC1=CC=C(C=C1)C)C